ClC=1C(=C(CN2[C@@H](C[C@@H](CC2)CC2=NC(=C(C(=C2F)C(C)(F)F)C)NC2=NNC(=C2)C)C)C=CC1)F (2R,4R)-1-(3-chloro-2-fluorobenzyl)-4-((4-(1,1-difluoroethyl)-3-fluoro-5-methyl-6-((5-methyl-1H-pyrazol-3-yl)amino)pyridin-2-yl)-methyl)-2-methylpiperidine